CC=1C=NC(=NC1NC1=NNC(=C1)C)SC1=CC=C(C=C1)C 5-methyl-6-((5-methyl-1H-pyrazol-3-yl)amino)-2-(p-tolylthio)pyrimidin